N-[3-fluoro-4-[(7-methoxy-1,5-naphthyridin-4-yl)oxy]phenyl]-1-(4-fluorophenyl)-4,6-dimethyl-2-oxopyridine-3-carboxamide FC=1C=C(C=CC1OC1=CC=NC2=CC(=CN=C12)OC)NC(=O)C=1C(N(C(=CC1C)C)C1=CC=C(C=C1)F)=O